FC(C(=O)O)(F)F.FC(C(=O)O)(F)F.NC1=NN2C(N=CC=C2)=C1C(=O)NC(C)C=1C=C(C=2N(C1N1[C@H](CCC1)C)C=NC2)Cl 2-Amino-N-(1-{8-chloro-5-[(2S)-2-methylpyrrolidin-1-yl]imidazo[1,5-a]pyridin-6-yl}ethyl)pyrazolo[1,5-a]pyrimidine-3-carboxamide bistrifluoroacetate